FC=1C=C(C=CC1N1CCNCC1)C1CC(NC(C1)=O)=O 4-(3-fluoro-4-(piperazin-1-yl)phenyl)piperidine-2,6-dione